5-(3-oxa-8-azabicyclo[3.2.1]octan-8-yl)-2-methylbenzo[d]oxazole C12COCC(CC1)N2C=2C=CC1=C(N=C(O1)C)C2